CN1C=NC(=C1)S(=O)(=O)N 1-methyl-1H-imidazole-4-sulfonamide